C1(=C(C=CC=C1)C1=CC(OC2=CC(=CC=C12)OC(C(=O)N1CC(CCC1)C(=O)OC)C)=O)C methyl 1-[2-[4-(o-tolyl)-2-oxo-chromen-7-yl]oxypropanoyl]piperidine-3-carboxylate